C1(=CC=CC=C1)[NH-] phenyl-amide